C[SH+]C.BrCC(=O)C1=CC=C(C=C1)C alpha-bromo-p-methylacetophenone dimethyl-sulfonium salt